2-acetyl-2,5-dimethyl-5-heptene-1-aldehyde C(C)(=O)C(C=O)(CCC(=CC)C)C